O=C1NC(CCC1N1N=NC(=C1)CN1CCC(CC1)COC=1C=NC(=NC1)C=1C=C(C=CC1)CN1N=C(C=CC1=O)C=1C=C(C#N)C=CC1)=O 3-{1-[(3-{5-[(1-{[1-(2,6-dioxopiperidin-3-yl)-1H-1,2,3-triazol-4-yl]methyl}piperidin-4-yl)methoxy]pyrimidin-2-yl}phenyl)methyl]-6-oxo-1,6-dihydropyridazin-3-yl}benzonitrile